C1(CC1)N1N=C(C(=C1)OC1=CC(=NC=C1)NC1=CC(=NC=C1)C(C)(C)O)C1CCOCC1 2-(4-((4-((1-cyclopropyl-3-(tetrahydro-2H-pyran-4-yl)-1H-pyrazol-4-yl)oxy)pyridin-2-yl)amino)pyridin-2-yl)propan-2-ol